C(/C1=CC=CC=C1)=N\NC (E)-1-benzylidene-2-methylhydrazine